C(C)(C)[C@H]1N(CCNC1)C(=O)OC(C)(C)C tert-butyl (2R)-2-isopropylpiperazine-1-carboxylate